CO[C@@H](CCCCCC(C(=O)O)(C)C)[C@H](CCCCCC(C(=O)O)(C)C)OC (8S,9S)-8,9-dimethoxy-2,2,15,15-tetramethylhexadecanedioic acid